C(=O)C1=C(C=NC(=C1)OC)OCC=1C(=NC=CC1)C1=NN(C=C1)CCC(=O)O 3-(3-(3-((4-formyl-6-methoxypyridin-3-yloxy)methyl)pyridin-2-yl)-1H-pyrazol-1-yl)propanoic acid